tert-butyl (6'-acetamido-[2,3'-bipyridin]-4'-yl)carbamate C(C)(=O)NC1=CC(=C(C=N1)C1=NC=CC=C1)NC(OC(C)(C)C)=O